F[C@@H]1C[C@H](CN(C1)C)NC1=C2C(=C(N=N1)C1=C(C=C(C=C1)OC(F)(F)F)F)COCC2 N-((3R,5R)-5-fluoro-1-methylpiperidin-3-yl)-4-(2-fluoro-4-(trifluoromethoxy)phenyl)-7,8-dihydro-5H-pyrano[3,4-d]pyridazin-1-amine